C1(CC1)CN(C1CNC1)C1(CC1)C1=CC(=C(C=C1)F)C(F)(F)F N-(cyclopropylmethyl)-N-(1-(4-fluoro-3-(trifluoromethyl)phenyl)cyclopropyl)azetidin-3-amine